C(C1=CC=CC=C1)OC([C@H](CCC(=O)O)NC(=O)OC(C)(C)C)=O (S)-5-(benzyloxy)-4-((tert-butoxycarbonyl)amino)-5-oxopentanoic acid